(9H-fluoren-9-yl) methyl(3-oxopropyl)carbamate (9H-fluoren-9-yl)methyl(3-hydroxypropyl)carbamate C1=CC=CC=2C3=CC=CC=C3C(C12)OC(N(CCCO)C)=O.CN(C(OC1C2=CC=CC=C2C=2C=CC=CC12)=O)CCC=O